2-(pyrrolidin-1-yl)-5-(4,4,5,5-tetramethyl-1,3,2-dioxaborolan-2-yl)pyridine N1(CCCC1)C1=NC=C(C=C1)B1OC(C(O1)(C)C)(C)C